The molecule is a benzochromenone that is 6H-benzo[c]chromen-6-one which is substituted by a methyl group at position 1 and by hydroxy groups at positions 3, 7, and 9. It is the most important mycotoxin produced by the black mould Alternaria species, which are the most common mycoflora infecting small grain cereals worldwide. It has a role as a metabolite, an EC 3.1.1.8 (cholinesterase) inhibitor and a mycotoxin. It is a benzochromenone and a member of phenols. CC1=CC(=CC2=C1C3=C(C(=CC(=C3)O)O)C(=O)O2)O